dibutyrylbutyryl-benzylamide diacetate C(C)(=O)[O-].C(C)(=O)[O-].C(CCC)(=O)C(C1=CC=CC=C1)([N-]C(CCC)=O)C(CCC)=O